C(C1=CC=CC=C1)OC1=CC=C(C=N1)C1CN(CCC1O)C(=O)OC(C)(C)C tert-butyl 3-(6-(benzyloxy)pyridin-3-yl)-4-hydroxypiperidine-1-carboxylate